C(#N)C12CCC(CC1)(CC2)C=2C(=C(C(=O)N)C=CC2C(F)(F)F)NS(=O)(=O)C2=CC=C(C=C2)P(=O)(C(C)(C)C)C(C)(C)C (4-cyanobicyclo[2.2.2]oct-1-yl)-2-((4-(di-tert-butylphosphoryl)phenyl)sulphonamido)-4-(trifluoromethyl)benzamide